NC=1C(=NC(=CN1)C1=NC(=NC2=CC=C(C=C12)F)C)C(=O)NC1=NC=CC=C1N1CCC(CC1)(C)NC(OC(C)(C)C)=O tert-butyl (1-(2-(3-amino-6-(6-fluoro-2-methylquinazolin-4-yl)pyrazine-2-carboxamido)pyridin-3-yl)-4-methylpiperidin-4-yl)carbamate